monohydroxymethyl-acryl-urea OCN(C(=O)N)C(=O)C=C